C(CC)OC(=O)C1=C(N=C(S1)NC(=O)[C@H]1NC[C@H](C1)NC1=NC=CC2=CC=C(C=C12)C1=NOC(=N1)C)C 4-methyl-2-((2S,4S)-4-((7-(5-methyl-1,2,4-oxadiazol-3-yl)isoquinolin-1-yl)amino)pyrrolidine-2-carboxamido)thiazole-5-carboxylic acid propyl ester